ClC=1N=C2C(=C(C=NC2=CC1)NC(=O)NC=1C=NC(=C(C1)Cl)OC)C(C)OC N-(6-chloro-4-(1-methoxyethyl)-1,5-naphthyridin-3-yl)-N'-(5-chloro-6-methoxypyridin-3-yl)urea